(1R,2S,3R,5S)-3-((5-chloro-4-(4-fluoro-2-(2-hydroxypropan-2-yl)-1-isopropyl-1H-benzo[d]imidazol-6-yl)pyrimidin-2-yl)amino)-8-oxabicyclo[3.2.1]octan-2-ol ClC=1C(=NC(=NC1)N[C@H]1[C@@H]([C@H]2CC[C@@H](C1)O2)O)C=2C=C(C1=C(N(C(=N1)C(C)(C)O)C(C)C)C2)F